3-((4-(4-(2-((1r,4r)-4-aminocyclohexyl)ethyl)piperazin-1-yl)-3-fluorophenyl)amino)piperidine-2,6-dione NC1CCC(CC1)CCN1CCN(CC1)C1=C(C=C(C=C1)NC1C(NC(CC1)=O)=O)F